CC1=NC(=NC(=C1)C)N1C[C@@H]2CNC[C@@H]2C1 (3aR-6aS)-2-(4,6-dimethylpyrimidin-2-yl)octahydropyrrolo[3,4-c]pyrrole